tert-butyl (2R,3R)-3-carbamoyl-2-methylpyrrolidine-1-carboxylate C(N)(=O)[C@H]1[C@H](N(CC1)C(=O)OC(C)(C)C)C